4-[(1S)-1-[[4-[5-(2-cyclohexylethoxy)-2-pyridinyl]tetrahydropyran-4-carbonyl]amino]ethyl]benzoic acid C1(CCCCC1)CCOC=1C=CC(=NC1)C1(CCOCC1)C(=O)N[C@@H](C)C1=CC=C(C(=O)O)C=C1